1-(4-fluoro-3-methylphenyl)-5-hydroxy-2,7-dimethyl-1H-indole-3-carbonitrile FC1=C(C=C(C=C1)N1C(=C(C2=CC(=CC(=C12)C)O)C#N)C)C